NC1=C(C=CC(=C1)OC(F)(F)F)C(=O)N1CCC(CC1)C1=C2C(=NC=C1)NC(=N2)C=2CCNCC2 [2-amino-4-(trifluoromethoxy)phenyl]-[4-[2-(1,2,3,6-tetrahydropyridin-4-yl)-3H-imidazo[4,5-b]pyridin-7-yl]-1-piperidyl]methanone